FC(OC1=CC=C(C=C1)C1=NC(=NC=2NC(C(=NC12)C1=CC2=CN(N=C2C=C1)C)=O)NCC(F)(F)F)F (4-(difluoromethoxy)phenyl)-6-(2-methyl-2H-indazol-5-yl)-2-((2,2,2-trifluoroethyl)amino)pteridin-7(8H)-one